tert-butyl (3-(3-(chlorosulfonyl)phenoxy)propyl)carbamate ClS(=O)(=O)C=1C=C(OCCCNC(OC(C)(C)C)=O)C=CC1